FC=1C(=C(C=CC1)NC1=C(NC2=C1C(NCC2)=O)C2=C(C=NC=C2)C#CC(C)(C)NC(C=C)=O)OC N-[4-(4-{3-[(3-fluoro-2-methoxyphenyl)amino]-4-oxo-1H,5H,6H,7H-pyrrolo[3,2-c]pyridin-2-yl}pyridin-3-yl)-2-methylbut-3-yn-2-yl]prop-2-enamide